6-(1-(1-cyclopropyl-2-methoxyethyl)-4-(4-fluorophenyl)-1H-imidazol-5-yl)imidazo[1,2-b]pyridazine-3-carbonitrile C1(CC1)C(COC)N1C=NC(=C1C=1C=CC=2N(N1)C(=CN2)C#N)C2=CC=C(C=C2)F